O1C(CCC1)CNC(=O)C=1C=C(C=CC1)B(O)O 3-((TETRAHYDROFURAN-2-YL)METHYLCARBAMOYL)PHENYLBORONIC ACID